C[C@@]12C=C(C[C@@](CC1)(N2C(=O)OCCCC)C)O[Si](C)(C)C butyl (1S,5R)-1,5-dimethyl-3-((trimethylsilyl)oxy)-8-azabicyclo[3.2.1]oct-2-ene-8-carboxylate